1'-oxo-2',3'-dihydro-1'H-spiro[cyclopropane-1,4'-isoquinoline] O=C1NCC2(C3=CC=CC=C13)CC2